N[C@H](CC1=C(C=2N=NN=C(C2S1)NCC=1SC=CC1)Br)CCOC(F)(F)F (S)-6-(2-amino-4-(trifluoromethoxy)butyl)-7-bromo-N-(thiophen-2-ylmethyl)thieno[3,2-d][1,2,3]triazin-4-amine